(3R,4R)-3-(phenylsulfonyl)-4-((4-(trifluoromethyl)benzyl)oxy)pyrrolidine-1-carboxylate C1(=CC=CC=C1)S(=O)(=O)[C@@H]1CN(C[C@H]1OCC1=CC=C(C=C1)C(F)(F)F)C(=O)[O-]